4-chloromethyl-phenyl-boric acid ClCC1=CC=C(C=C1)OB(O)O